2-tert-Pentylaniline C(C)(C)(CC)C1=C(N)C=CC=C1